7-(1-methylpiperidin-4-yl)-6-(trifluoromethyl)-1H-benzo[d]imidazole CN1CCC(CC1)C1=C(C=CC2=C1NC=N2)C(F)(F)F